tert-butyl 4-[[2,6-dimethoxy-4-[1-[(4-methoxyphenyl)methyl]-6-methyl-7-oxo-pyrazolo[3,4-c]pyridin-4-yl]phenyl]methylene]piperidine-1-carboxylate COC1=C(C(=CC(=C1)C=1C2=C(C(N(C1)C)=O)N(N=C2)CC2=CC=C(C=C2)OC)OC)C=C2CCN(CC2)C(=O)OC(C)(C)C